FC1(CN(C1)CCC=1N=C(C(N(C1)[C@H](C(=O)O)CC(C)C)=O)C)C (S)-2-(5-(2-(3-fluoro-3-methylazetidin-1-yl)ethyl)-3-methyl-2-oxopyrazin-1(2H)-yl)-4-methylpentanoic acid